O=C1NC(CCC1N1C(C2=CC=CC(=C2C1=O)NCCOCCOCCOCCN1CCC(CC1)N1N=C2C=C(C(=CC2=C1)NC(C1=NC(=CC=C1)C(F)(F)F)=O)OC)=O)=O N-(2-(1-(2-(2-(2-(2-((2-(2,6-dioxopiperidin-3-yl)-1,3-dioxoisoindolin-4-yl)amino)ethoxy)eth-oxy)ethoxy)ethyl)piperidin-4-yl)-6-methoxy-2H-indazol-5-yl)-6-(trifluoro-methyl)picolinamide